1-Chloro-2-fluoroethylene ClC=CF